(R)-3-(3-chloro-2-fluorophenyl)isoxazolidine ClC=1C(=C(C=CC1)[C@@H]1NOCC1)F